tert-butyl N-[2-[methyl(trimethylsilylmethyl)amino]ethyl]carbamate CN(CCNC(OC(C)(C)C)=O)C[Si](C)(C)C